FC1=CC=C2C=CC=CC2=C1C#C[Si](C(C)C)(C(C)C)C(C)C 7-fluoro-8-(2-triisopropylsilylethynyl)naphthalene